FC=1C=C2[C@H](NC=3C=CN4N=CC(C(NCC[C@]5(OC2=C(C1)C5)C)=O)=C4N3)C (3R,11S)-6-fluoro-3,11-dimethyl-10-oxa-2,14,18,19,22-pentaazapentacyclo[14.5.2.18,11.04,9.019,23]tetracosa-1(22),4,6,8,16(23),17,20-heptaen-15-one